tert-butyl 2-((2-bromopropionyloxy)methyl)acrylate BrC(C(=O)OCC(C(=O)OC(C)(C)C)=C)C